CN1C(N([C@@H](C1)C(=O)O)C)=O (S)-1,3-dimethyl-2-oxoimidazolidine-4-carboxylic acid